N-isopropyl-1-(4-(tributylsilyl)phenyl)-N-((4-(tributylsilyl)phenyl)(2-(trifluoromethyl)phenyl)phosphaneyl)-1-(2-(trifluoromethyl)phenyl)phosphanamine C(C)(C)N(P(C1=C(C=CC=C1)C(F)(F)F)C1=CC=C(C=C1)[Si](CCCC)(CCCC)CCCC)P(C1=C(C=CC=C1)C(F)(F)F)C1=CC=C(C=C1)[Si](CCCC)(CCCC)CCCC